FC1=CC=C(C=C1)N1C(C=2N(N=C(C2C1)C1=C(C=C(C=C1)F)OCC(F)(F)F)C)=O 5-(4-fluorophenyl)-3-[4-fluoro-2-(2,2,2-trifluoroethoxy)phenyl]-1-methyl-4,5-dihydropyrrolo[3,4-c]pyrazol-6(1H)-one